C(CC(=O)C)(=O)O.[Ag] silver acetoacetic acid